2-chloro-6-methoxy-4-(methyl-d3)pyridine ClC1=NC(=CC(=C1)C([2H])([2H])[2H])OC